4-{[2-(2H-1,3-Benzodioxol-5-yl)-1-methyl-ethyl]-N-methylcarbamoyl}butyric acid O1COC2=C1C=CC(=C2)CC(C)N(C(=O)CCCC(=O)O)C